C(C)(=O)N1CCC=2C(=CC=CC12)C(=O)NC1=CC2=C(NC(N2)=O)C=C1 1-acetyl-N-(2-oxo-2,3-dihydro-1H-benzo[d]imidazol-5-yl)indoline-4-carboxamide